FC=1C=C(OC2=CC=C(C=C2)NC(OCC=2C(=C3C(N(CC3=CC2)C2C(NC(CC2)=O)=O)=O)OCC(N(C)CC)=O)=O)C=CC1F [2-(2,6-dioxopiperidin-3-yl)-4-{[ethyl(methyl)carbamoyl]methoxy}-3-oxo-2,3-dihydro-1H-isoindol-5-yl]methyl N-[4-(3,4-difluorophenoxy)phenyl]carbamate